5',6'-Dihydro-2'H,4'H,5H-Spiro[Furo[3,4-b]Pyridine-7,3'-Pyran]-1-Oxide O1CC2(CCC1)OCC=1C2=[N+](C=CC1)[O-]